Cl[C@H]1C[C@H]2[C@@H]3CC[C@](C(CO)=O)([C@]3(CC([C@@H]2[C@]2(C=CC(C=C12)=O)C)=O)C)O 6α-chloro-17α,21-dihydroxypregna-1,4-diene-3,11,20-trione